C(C1=CC=CC=C1)[N+](C)(C)CCCCCCCCCCCCCCCC N-benzyl-N,N-dimethylhexadecylammonium